5-((((3'-chloro-2'-(2-chloro-3-((2-fluoro-3-((((5-oxopyrrolidin-2-yl)methyl)amino)methyl)phenyl)amino)phenyl)-6-methoxy-[2,4'-bipyridin]-5-yl)methyl)amino)methyl)pyrrolidin-2-one ClC=1C(=NC=CC1C1=NC(=C(C=C1)CNCC1CCC(N1)=O)OC)C1=C(C(=CC=C1)NC1=C(C(=CC=C1)CNCC1NC(CC1)=O)F)Cl